3,3-Bis(4-chlorophenyl)-1-(1,3-dithian-2-yl)-2-(4-(trifluoromethoxy)phenyl)prop-2-en-1-one ClC1=CC=C(C=C1)C(=C(C(=O)C1SCCCS1)C1=CC=C(C=C1)OC(F)(F)F)C1=CC=C(C=C1)Cl